C1(CC1)C(=O)NC1=NC=C2C=C(N=CC2=C1)C=1C(=CC(=NC1)C(C(=O)OC)(C)C)C methyl 2-[5-(7-cyclopropaneamido-2,6-naphthyridin-3-yl)-4-methylpyridin-2-yl]-2-methylpropanoate